F[B-](F)(F)F.CC1=CC=C(C=C1)[I+]C1=CC=C(C=C1)C(C)C 4-methylphenyl-4-(1-methylethyl)phenyliodonium tetrafluoroborate